COC1=C(N)C=CC=C1C1=NC=CN=C1 2-methoxy-3-(pyrazine-2-yl)aniline